(E)-2-(1-ethyl-3-methyl-1H-pyrazole-5-carboxamido)-3-(4-hydroxybut-2-en-1-yl)-3H-imidazo[4,5-b]pyridine-6-carboxamide C(C)N1N=C(C=C1C(=O)NC1=NC=2C(=NC=C(C2)C(=O)N)N1C\C=C\CO)C